sodium 2,4,6-triethylbenzenesulfonate C(C)C1=C(C(=CC(=C1)CC)CC)S(=O)(=O)[O-].[Na+]